trans-hexahydro-1,3-benzodioxole O1CO[C@H]2[C@H]1CCCC2